C1(CCCCC1)NC(N)=O 3-cyclohexylurea